NC=1N=C(SC1C(=O)C1=CC=NC=C1)N(C1=CC(=C(C=C1)OC(F)F)Cl)C(C(=O)N)C [N-[4-Amino-5-(pyridin-4-carbonyl)thiazol-2-yl]-3-chloro-4-(difluoromethoxy)anilino]propanamid